3-HYDROXYHEXANOIC ACID OC(CC(=O)O)CCC